C(C)OC(=O)[C@H]1[C@@H](C1)C(CC=C)O[Si](C1=CC=CC=C1)(C1=CC=CC=C1)C(C)(C)C.C(C)(C)(C)C=1C=C(CCC(=O)NNC(CCC2=CC(=C(C(=C2)C(C)(C)C)O)C(C)(C)C)=O)C=C(C1O)C(C)(C)C 1,2-Bis(3,5-di-tert-butyl-4-hydroxyhydrocinnamoyl)hydrazine (1R,2R)-ethyl-2-(1-((tert-butyldiphenylsilyl)oxy)but-3-en-1-yl)cyclopropanecarboxylate